trans-3-(phenylsulfonylmethyl)-4-(4-(trifluoromethyl)benzyloxy)pyrrolidine C1(=CC=CC=C1)S(=O)(=O)C[C@@H]1CNC[C@H]1OCC1=CC=C(C=C1)C(F)(F)F